1-((4-chlorophenyl)sulfonyl)-5-(2-fluoropyridin-3-yl)-1H-pyrrole-3-carbaldehyde ClC1=CC=C(C=C1)S(=O)(=O)N1C=C(C=C1C=1C(=NC=CC1)F)C=O